NCC1=C(C=NC=C1)OC[C@@H]1N(CCC1)C(=O)OC(C)(C)C tert-butyl (R)-2-(((4-(aminomethyl)pyridin-3-yl)oxy)methyl)pyrrolidine-1-carboxylate